N-methylglucosamine ammonium salt [NH4+].CN[C@H]1C(O)O[C@@H]([C@H]([C@@H]1O)O)CO